N2-(2,2,2-trifluoroethyl)-5-trifluoromethylpyridine-2,3-diamine FC(CNC1=NC=C(C=C1N)C(F)(F)F)(F)F